S-(4-formylphenyl) dimethylaminothioformate CN(C)C(=O)SC1=CC=C(C=C1)C=O